(R)-(3-aminopiperidin-1-yl)(2-(1-(cyclopropylmethyl)-5-methoxy-1H-indol-2-yl)-3,4-dihydro-5-oxa-1,2a-diazaacenaphthylen-7-yl)methanone N[C@H]1CN(CCC1)C(=O)C=1C=C2OCCN3C(=NC(C1)=C32)C=3N(C2=CC=C(C=C2C3)OC)CC3CC3